m-[7-(trifluoromethyl)-2,3,4,5-tetrahydro-1-benzoxepin-2-yl]benzoic acid FC(C=1C=CC2=C(CCCC(O2)C=2C=C(C(=O)O)C=CC2)C1)(F)F